10-Hydroxy-10-((6-oxo-4-phenylpyrimidin-1(6H)-yl)methyl)-N-(2,2,2-trifluoroethyl)-7-azaspiro[4.5]decane-7-carboxamide OC1(CCN(CC12CCCC2)C(=O)NCC(F)(F)F)CN2C=NC(=CC2=O)C2=CC=CC=C2